4-iodo-3-isopropyl-1-(4-methoxybenzyl)-1H-pyrazolo[3,4-b]pyridine IC1=C2C(=NC=C1)N(N=C2C(C)C)CC2=CC=C(C=C2)OC